((1S)-1-(7-chloro-1,1-dioxobenzo[f][1,2]thiazepine-2(3H)-yl)-2-(6-fluoro-2,3-dimethylphenyl)propyl)-1,3,4-oxadiazol-2(3H)-one ClC=1C=CC2=C(C=CCN(S2(=O)=O)[C@@H](C(C)C2=C(C(=CC=C2F)C)C)N2C(OC=N2)=O)C1